methyl 9-(4-iodophenyl)-7-methyl-6,7-dihydro-5H-benzo[7]annulene-3-carboxylate IC1=CC=C(C=C1)C1=CC(CCC2=C1C=CC(=C2)C(=O)OC)C